FC1=CC=C(CNC)C=C1 4-fluoro-methylbenzylamine